ClC1=NC(=CC(=C1B(O)O)Cl)Cl 2,4,6-TRICHLOROPYRIDINE-3-BORONIC ACID